1-(2-(methyl-(2,2,2-trifluoroethyl)amino)ethyl)-1H-indol-5-amine CN(CCN1C=CC2=CC(=CC=C12)N)CC(F)(F)F